NC(C)C1=CC=NC2=C(C=C(C=C12)C1=CC(=NC=C1F)NC1CCN(CC1)S(=O)(=O)C1CC1)F 4-(4-(1-aminoethyl)-8-fluoroquinolin-6-yl)-N-(1-(cyclopropylsulfonyl)piperidin-4-yl)-5-fluoropyridin-2-amine